P(=O)(OCCCCCCCCCCCCCC)([O-])[O-] monomyristyl phosphate